(S)-1-(3-((5-(3,4-difluorobenzoyl)-2-((4-(4-Methylpiperazin-1-yl)phenyl)amino)-7H-pyrrolo[2,3-d]pyrimidin-4-yl)amino)pyrrolidin-1-yl)prop-2-ene-1-one FC=1C=C(C(=O)C2=CNC=3N=C(N=C(C32)N[C@@H]3CN(CC3)C(C=C)=O)NC3=CC=C(C=C3)N3CCN(CC3)C)C=CC1F